Cl.C(C)(C)N[C@@H](C)C(=O)O isopropyl-alanine HCl